Cl.Cl.CNCC1=CC=C(C=C1)C1=CC(=NC=C1)C N-methyl-1-[4-(2-methyl-4-pyridyl)phenyl]methanamine dihydrochloride